N1,N1,N3,2,2-pentamethylpropane-1,3-diamine CN(CC(CNC)(C)C)C